2,3-DIHYDRO-4-METHYL-2-OXO-5-THIAZOLECARBOXALDEHYDE CC=1NC(SC1C=O)=O